CN(C=C(C(C(C(=O)OCC)=CN(C)C)=O)C1=CC=C(C=C1)F)C ethyl 5-(dimethylamino)-2-((dimethylamino) methylene)-4-p-fluorophenyl-3-oxopentane-4-enoate